CC=1C(=C2C=CNC2=C(C1)C)C[C@H]1[C@@H](CN(C1)C)C1=CC=C(C(=O)N)C=C1 |r| racemic-4-((3R,4S)-4-((5,7-dimethyl-1H-indol-4-yl)methyl)-1-methylpyrrolidin-3-yl)benzamide